NC1=NC=2C=CC(=CC2C2=C1COC2)C(=O)O 4-amino-1,3-dihydrofurano[3,4-c]quinolin-8-carboxylic acid